3-[3-(3-bromophenyl)oxetan-3-yl]-4-methyl-1,2,4-triazole BrC=1C=C(C=CC1)C1(COC1)C1=NN=CN1C